NC1=C(C=C(C=C1)C=1N=C(SC1C)NC(CC1=CC(=CC=C1)OCCCCCNC1=C2C(N(C(C2=CC=C1)=O)C1C(NC(CC1)=O)=O)=O)=O)C N-[4-(4-amino-3-methylphenyl)-5-methyl-1,3-thiazol-2-yl]-2-{3-[(5-{[2-(2,6-dioxopiperidin-3-yl)-1,3-dioxo-2,3-dihydro-1H-isoindol-4-yl]amino}pentyl)oxy]phenyl}acetamide